methyl 2-deoxy-2-trifluoroacetamido-3,4,6-tri-O-acetyl-β-D-galactopyranoside FC(C(=O)N[C@H]1[C@H](OC)O[C@@H]([C@@H]([C@@H]1OC(C)=O)OC(C)=O)COC(C)=O)(F)F